ClC=1C=CC=C2C=CN(C(C12)=O)C1=NN(C=C1)CCO 8-chloro-2-(1-(2-hydroxyethyl)-1H-pyrazol-3-yl)isoquinolin-1(2H)-one